C(C)(C)(C)N(C(O)=O)C1=C(C(=CC=C1)Cl)F.ClC=1C=CC2=C(N=C(O2)C2CC3(CC(C3)NC(=O)C=3OC(=CC3)CS(=O)CC)C2)C1 N-[6-(5-chloro-1,3-benzoxazol-2-yl)spiro[3.3]heptane-2-yl]-5-(ethylsulfinylmethyl)furan-2-carboxamide tert-Butyl-(3-chloro-2-fluorophenyl)carbamate